ethyl 2-(4-amino-3-fluorophenyl)-2-morpholinoacetate NC1=C(C=C(C=C1)C(C(=O)OCC)N1CCOCC1)F